COC1=CC=C(C=C1)S(=O)(=O)CC=1N=C2N(C=C(C=C2)C2=NOC(=N2)C(F)(F)F)C1 3-(2-(((4-methoxyphenyl)sulfonyl)methyl)imidazo[1,2-a]pyridin-6-yl)-5-(trifluoromethyl)-1,2,4-oxadiazole